benzyl 3-hydroxy-4-methoxypyrrolidine-1-carboxylate OC1CN(CC1OC)C(=O)OCC1=CC=CC=C1